14-(3-chloro-4-fluorophenyl)-5-methyl-5,9,10,12,13,14-hexahydro-2,18-etheno-3,6-(metheno)pyrido[3,4-l][1,4,7,8,11,14]oxapentaazacyclohexadecin-7(8H)-one ClC=1C=C(C=CC1F)N1C2=C3N=C(C4=NN(C(C(NCCOCC1)=O)=C4)C)C=CC3=NC=C2